FC1=C(C=CC(=C1)C)C1=CN=C(N1)C1NCCCC1 2-(5-(2-fluoro-4-methylphenyl)-1H-imidazol-2-yl)piperidine